NC=1C=C2C(=NC=NC2=CC1)NCCC1=CC=C(C=C1)OC1=CC=CC=C1 6-Amino-4-(4-phenoxyphenethylamino)quinazoline